C(\C=C/C(=O)O)(=O)O.N[C@@H](C)C(=O)N1[C@@H](CCC1)C(=O)O (E)-L-alanyl-L-proline maleate